CN1N=C(C(=C1)C1=CC2=C(N=CN=C2C=2C(=NNC2)C2=CC=C(C=C2)F)O1)C 4-[6-(1,3-dimethylpyrazol-4-yl)furo[2,3-d]pyrimidin-4-yl]-3-(4-fluorophenyl)-1H-pyrazole